7-Benzyl-3-(3,4-dichlorobenzyl)-9,9-difluoro-2,3,6,7,8,9-hexahydroimidazo[1,2-a]pyrido[3,4-e]pyrimidin-5(1H)-one C(C1=CC=CC=C1)N1CC=2C(N=C3N(C2C(C1)(F)F)CCN3CC3=CC(=C(C=C3)Cl)Cl)=O